2-{[cis-3-(4-ethylphenyl)cyclobutyl]oxy}-5-[4-fluoro-3-(methoxymethoxy)-isoxazol-5-yl]pyridine C(C)C1=CC=C(C=C1)[C@H]1C[C@H](C1)OC1=NC=C(C=C1)C1=C(C(=NO1)OCOC)F